CC1(C=CC2=CC3=C(C=C2O1)OC=C(C3=O)C4=CC(=C(C=C4)OC[C@H](C(C)(C)O)O)OC)C The molecule is a methoxyisoflavone that is isoflavone substituted by a methoxy group at position 3', a 2R,3-dihydroxy-3-methylbutoxyl group at position 4' and a dimethylpyran ring fused across positions 6 and 7. Isolated from Antheroporum pierrei, it exhibits antineoplastic activity. It has a role as a metabolite, a plant metabolite and an antineoplastic agent.